CN(/C=C/C(=O)C1=CC(=CC=C1)C)C (E)-3-(dimethylamino)-1-(3-methylphenyl)-2-propen-1-one